(S)-methyl 2-amino-3-isopropoxypropanoate N[C@H](C(=O)OC)COC(C)C